(3aR,5R,6aS)-2-((R)-2-(3,5-difluoro-4-hydroxyphenyl)-2-hydroxyethyl)-5-(2-fluorophenoxy)hexahydrocyclopenta[c]pyrrol-3a(1H)-ol FC=1C=C(C=C(C1O)F)[C@H](CN1C[C@H]2[C@@](C1)(C[C@@H](C2)OC2=C(C=CC=C2)F)O)O